cis-docosenoic acid C(\C=C/CCCCCCCCCCCCCCCCCCC)(=O)O